C1(CCCC1)N1C(=CC(C2=CC(=C(N=C12)CCOC1OCCCC1)F)=O)CO 1-cyclopentyl-6-fluoro-2-(hydroxymethyl)-7-(2-((tetrahydro-2H-pyran-2-yl)oxy)ethyl)-1,8-naphthyridin-4(1H)-one